COC=1C=C2C=CC(=CC2=CC1)C1CCN(CC1)C1=C(C(N(C2=CC=CC=C12)C)=O)C(=O)N 4-[4-(6-Methoxynaphthalen-2-yl)piperidin-1-yl]-1-methyl-2-oxo-1,2-dihydroquinoline-3-carboxamide